FC1(CCC2=C1N=C(N=C2C=2C=CC(=NC2)OCC(=O)N2CCNCC2)N2[C@H](CC2)C)F (S)-2-((5-(7,7-difluoro-2-(2-methylazetidin-1-yl)-6,7-dihydro-5H-cyclopenta[d]pyrimidine-4-yl)pyridin-2-yl)oxy)-1-(piperazin-1-yl)ethan-1-one